COC([C@H](CC1=CC=C(C=C1)N1C(CCCC1)=O)NC(C1=CC=C(C=C1)NC(=O)OC)=O)=O (S)-2-{4-[(methoxycarbonyl)amino]benzamido}-3-[4-(2-oxopiperidin-1-yl)phenyl]-propionic acid methyl ester